3-(5-(cyclopropylsulfonyl)-1,4,5,6-tetrahydropyrrolo[3,4-d]Imidazol-2-yl)-5-(1-(3,5-dichloropyridin-4-yl)ethoxy)-1H-indazole C1(CC1)S(=O)(=O)N1CC=2NC(=NC2C1)C1=NNC2=CC=C(C=C12)OC(C)C1=C(C=NC=C1Cl)Cl